CC1=C(C=CC=C1Br)C(C)C methyl-isopropyl-m-bromobenzene